3-(4-fluoro-1H-indazol-5-yl)-6-(4-fluoro-3-isopropyl-phenyl)-2-trifluoromethyl-imidazo[1,2-a]pyrazine FC1=C2C=NNC2=CC=C1C1=C(N=C2N1C=C(N=C2)C2=CC(=C(C=C2)F)C(C)C)C(F)(F)F